2-(4-bromo-3-methoxyphenoxy)-4-methylpyrimidine BrC1=C(C=C(OC2=NC=CC(=N2)C)C=C1)OC